sodium N,N-bis(2-hydroxyethyl)-2-aminoethanesulfonate OCCN(CCS(=O)(=O)[O-])CCO.[Na+]